ClC1=CC(=C(C=C1)C1=NC(=NC2=C1N=C(N(C2=O)C)C)N2C[C@H](OCC2)C2=NC(=NO2)C)F 8-(4-chloro-2-fluorophenyl)-2,3-dimethyl-6-[(2S)-2-(3-methyl-1,2,4-oxadiazol-5-yl)morpholin-4-yl]pyrimido[5,4-d]pyrimidin-4-one